FC(C[C@@H]1N(CCOC1)C1=CC(=C(C(=O)N[C@H](C(=O)O)CC2=CC=C(C=C2)N2C(N(C3=C(C2=O)COCC3)C)=O)C(=C1)C)F)F (S)-2-(4-((S)-3-(2,2-difluoroethyl)morpholinyl)-2-fluoro-6-methylbenzamido)-3-(4-(1-methyl-2,4-dioxo-1,5,7,8-tetrahydro-2H-pyrano[4,3-d]pyrimidin-3(4H)-yl)phenyl)propanoic acid